C(CCCCCCCCCCCCCCC)(=O)NC(CCCCCCC\C=C/CCCCCCCC)=O oleic acid palmitoyl amide